C(C)(C)N1N=CC(=C1)C=1C=C(C=CC1)N(C(=O)[C@@H]1CC[C@H](CC1)NCC(=O)O)C[C@@H]1CC[C@H](CC1)C1=CC(=C(C=C1)OC)C 2-((trans-4-((3-(1-Isopropyl-1H-pyrazol-4-yl)phenyl)((trans-4-(4-methoxy-3-methylphenyl)cyclohexyl)methyl)carbamoyl)-cyclohexyl)amino)acetic acid